OC(CNC(\C=C\C=C\C=C\C=C\CCC)=O)(C)C 2E,6E,8E,10E-dodecatetraenoic acid-N-(2-hydroxy-2-methylpropyl) amide